C1(=CC=CC=C1)CS(=O)(=O)OC1=C(O[C@](C1=O)([2H])C1=C(C=CC=C1F)Cl)N (R)-2-amino-5-(2-chloro-6-fluorophenyl)-4-oxo-4,5-dihydrofuran-3-yl-5-d phenylmethanesulfonate